(2r,5s)-2,5-dimethyl-4-(5-phenyl-7-(pyridin-3-yl)-7H-pyrrolo[2,3-d]pyrimidin-4-yl)piperazine-1-carboxylic acid tert-butyl ester C(C)(C)(C)OC(=O)N1[C@@H](CN([C@H](C1)C)C=1C2=C(N=CN1)N(C=C2C2=CC=CC=C2)C=2C=NC=CC2)C